(S)-6-((4-((2-hydroxy-1-phenylethyl)amino)-5-(5-methyl-1,3,4-oxadiazol-2-yl)pyridin-2-yl)amino)-1-methyl-1,2-dihydro-3H-pyrazolo[3,4-d]pyrimidin-3-one OC[C@H](C1=CC=CC=C1)NC1=CC(=NC=C1C=1OC(=NN1)C)NC1=NC=C2C(=N1)N(NC2=O)C